C(C)N1[C@@H](C=2C=CC=C(C3=CN4C(C(OC(CCN(CCNC1=O)C)C)=N3)=NC=C4)C2)C (12R)-13-ethyl-12,18,21-trimethyl-12,13,16,17,18,19,20,21-octahydro-6,23-(azeno)-11,7-(metheno)imidazo[2,1-c][1,4,13,15,18]oxatetraazacyclohenicosin-14(15H)-one